N-(4-(5-(2-(6,6-difluoro-3-azabicyclo[3.1.0]hexan-3-yl)-6-methylpyrimidin-4-yl)-1,3,4-oxadiazol-2-yl)-3-(6-azaspiro[2.5]octane-6-yl)phenyl)-2-hydroxyethane-1-sulfonamide FC1(C2CN(CC12)C1=NC(=CC(=N1)C1=NN=C(O1)C1=C(C=C(C=C1)NS(=O)(=O)CCO)N1CCC2(CC2)CC1)C)F